10-chloro-9-methoxybicyclo[5.4.0]undeca-1(7),8,10-triene-8-carboxylic acid ClC=1C(=C(C=2CCCCCC2C1)C(=O)O)OC